4-hydroxy-3-(pyridin-3-ylamino)benzoic acid OC1=C(C=C(C(=O)O)C=C1)NC=1C=NC=CC1